[Cl-].C(CCCCCCC)C([Si](Cl)(C)[PH+]([Si](C)(C)Cl)[Si](C)(C)Cl)(CCCCCCCC)CCCCCCCC trioctyl-{chlorodimethylsilyl}bis(chlorodimethylsilyl)phosphonium chloride